5,6,7,8-tetrahydro-1,8-naphthyridine-2-carbaldehyde N1=C(C=CC=2CCCNC12)C=O